CC=1C=C(C=CC1)C1=NC2=CC=CC=C2C=C1C=O 2-(3-methylphenyl)-formylquinoline